5-chloro-7-(2,4-difluorophenyl)-N,N-dimethyl-thiazolo[4,5-d]pyrimidin-2-amine ClC=1N=C(C2=C(N1)N=C(S2)N(C)C)C2=C(C=C(C=C2)F)F